2-chloro-N-[3-fluoro-1-(2-fluoroethyl)propyl]-5-methyl-pyrimidin-4-amine ClC1=NC=C(C(=N1)NC(CCF)CCF)C